t-butyl (2-(3,5-dichloro-4-((4'-fluoro-2'-oxospiro[cyclopropane-1,3'-indolin]-5'-yl)oxy)phenyl)-3,5-dioxo-2,3,4,5-tetrahydro-1,2,4-triazin-6-yl)carbamate ClC=1C=C(C=C(C1OC=1C(=C2C3(C(NC2=CC1)=O)CC3)F)Cl)N3N=C(C(NC3=O)=O)NC(OC(C)(C)C)=O